CC=1C=CC=C(C1OC=1C=CC2=C(CCCC(N2)=O)C1)C 3,5-dimethyl-4-[(2-oxo-1,3,4,5-tetrahydro-1-benzazepin-7-yl)oxy]Benzene